C(C)(C)(C)OC(=O)NC=1SC(=C(N1)Cl)C(=O)N(N(C(=O)OC(C)(C)C)C)CC1=C(C=CC(=C1)F)Cl tert-butyl 2-{2-[(tert-butoxycarbonyl)amino]-4-chlorothiazole-5-Carbonyl}-2-(2-chloro-5-fluorobenzyl)-1-methylhydrazine-1-carboxylate